tributyl-tert-butylammonium C(CCC)[N+](C(C)(C)C)(CCCC)CCCC